FC(C=1C(=CC(=C2NC(C=3N(C12)C(=NN3)C)(C)C)F)C=3C=C(C=C1C(=CNC31)C)F)F 9-(Difluoro-methyl)-6-fluoro-8-(5-fluoro-3-methyl-1H-indol-7-yl)-1,4,4-trimethyl-5H-[1,2,4]triazolo[4,3-a]quinoxaline